ClC1=CC(=C(COC2=CC=CC(=N2)C2CCN(CC2)CC2=NC3=C(N2C[C@H]2OCC2)C=C(C=C3)C3=CC(NO3)=O)C=C1)F (S)-5-(2-((4-(6-((4-chloro-2-fluorobenzyl)oxy)pyridin-2-yl)piperidin-1-yl)methyl)-1-(oxetan-2-ylmethyl)-1H-benzo[d]imidazol-6-yl)isoxazol-3(2H)-one